1-(2-(1H-pyrazolo[3,4-b]pyridine-4-carbonyl)-2-azaspiro[3.3]heptan-6-yl)-3-(3-(trifluoromethyl)phenyl)urea N1N=CC2=C1N=CC=C2C(=O)N2CC1(C2)CC(C1)NC(=O)NC1=CC(=CC=C1)C(F)(F)F